(2S,4R)-1-(2-(3-Acetyl-6-(S-methylsulfonimidoyl)-1H-indazol-1-yl)acetyl)-N-(6-bromopyridin-2-yl)-4-fluoropyrrolidine-2-carboxamide C(C)(=O)C1=NN(C2=CC(=CC=C12)S(=O)(=N)C)CC(=O)N1[C@@H](C[C@H](C1)F)C(=O)NC1=NC(=CC=C1)Br